N-[6-(5-chloro-1,3-benzoxazol-2-yl)spiro[3.3]heptan-2-yl]-2-[isopropyl(methyl)amino]pyridine ClC=1C=CC2=C(N=C(O2)C2CC3(CC(C3)N3C(C=CC=C3)N(C)C(C)C)C2)C1